4-((5-(3,4-dihydroisoquinolin-2(1H)-yl)-6-oxopyridazin-1(6H)-yl)methyl)-piperidine-1-carboxylic acid tert-butyl ester C(C)(C)(C)OC(=O)N1CCC(CC1)CN1N=CC=C(C1=O)N1CC2=CC=CC=C2CC1